2-[(2,6-difluoro-4-pyridinyl)-(tetrahydrofuran-3-carbonyl)amino]-N-(2,2-dimethylcyclobutyl)-5-methyl-thiazole-4-carboxamide FC1=NC(=CC(=C1)N(C=1SC(=C(N1)C(=O)NC1C(CC1)(C)C)C)C(=O)C1COCC1)F